BrCC1=CN=C2C=C(C(NC2=C1)=O)C 7-(bromomethyl)-3-methyl-1,5-naphthyridin-2(1H)-one